(3-((4-((3-chloro-4-fluorophenyl)amino)-6-nitroquinazolin-7-yl)oxy)propyl)carbamic acid tert-butyl ester C(C)(C)(C)OC(NCCCOC1=C(C=C2C(=NC=NC2=C1)NC1=CC(=C(C=C1)F)Cl)[N+](=O)[O-])=O